phenyl (3-ethoxy-4-methylphenyl)carbamate C(C)OC=1C=C(C=CC1C)NC(OC1=CC=CC=C1)=O